FC(OC1=C(C(=CC(=C1)C=1N(N=C2C=C(C=C(C12)C(F)F)B1OC(C(O1)(C)C)(C)C)C)OC)C(=O)N1CC(C1)(C(F)(F)F)O)F [2-(difluoromethoxy)-4-[4-(difluoromethyl)-2-methyl-6-(4,4,5,5-tetramethyl-1,3,2-dioxaborolan-2-yl)indazol-3-yl]-6-methoxyphenyl]-[3-hydroxy-3-(trifluoromethyl)azetidin-1-yl]methanone